N-(3-hydroxypropyl)-4-((4-(3-phenylisooxazolidin-2-yl)-5-(trifluoromethyl)pyrimidin-2-yl)amino)benzamide OCCCNC(C1=CC=C(C=C1)NC1=NC=C(C(=N1)N1OCCC1C1=CC=CC=C1)C(F)(F)F)=O